5-(5-((3-fluorophenyl)ethynyl)-2,3-dihydro-1H-inden-1-yl)-5-azaspiro[2.5]octane-8-carboxylic acid FC=1C=C(C=CC1)C#CC=1C=C2CCC(C2=CC1)N1CC2(CC2)C(CC1)C(=O)O